N[C@H]1CC[C@@]2(C3CC[C@@]4(C(=CCC4C3CC=C2C1)N1C=NC(=C1)C(=O)NC)C)C 1-((3S,10R,13S)-3-amino-10,13-dimethyl-2,3,4,7,8,9,10,11,12,13,14,15-dodecahydro-1H-cyclopenta[a]phenanthren-17-yl)-N-methyl-1H-imidazole-4-carboxamide